C(C)(C)C1=NN(C2=C1C=NC(=C2)NC(C)=O)C(C2=CC=CC=C2)(C2=CC=CC=C2)C2=CC=CC=C2 N-(3-isopropyl-1-trityl-1H-pyrazolo[4,3-c]pyridin-6-yl)acetamide